Ethyl (5-methoxy-2-nitrophenyl)acetate COC=1C=CC(=C(C1)CC(=O)OCC)[N+](=O)[O-]